1-(4-(3-(1H-indazol-6-yl)-1-tosyl-1H-pyrrolo[2,3-b]pyridin-5-yl)benzyl)piperidin-3-ol N1N=CC2=CC=C(C=C12)C1=CN(C2=NC=C(C=C21)C2=CC=C(CN1CC(CCC1)O)C=C2)S(=O)(=O)C2=CC=C(C)C=C2